d-Phenylalanyl-L-Phenylalanylarginine N[C@H](CC1=CC=CC=C1)C(=O)N[C@@H](CC1=CC=CC=C1)C(=O)N[C@@H](CCCNC(N)=N)C(=O)O